FC(OC=1C(N(C=CC1)C=1C=NC(=CC1)N[C@@H]1C[C@H](CC1)NC=1N=NC(=CN1)C)=O)F 3-(Difluoromethoxy)-6'-(((1S,3S)-3-((6-methyl-1,2,4-triazin-3-yl)amino)cyclopentyl)amino)-2H-[1,3'-bipyridin]-2-one